[C@H]12OC[C@H](N(C1)C1CCN(CC1)C1=C(C=C(C(=C1)OC)NC1=NC=NC(=C1)N1OCC[C@@H]1C1=CC(=C(C=C1)F)Cl)NC(C=C)=O)C2 N-(2-(4-((1R,4R)-2-oxa-5-azabicyclo[2.2.1]heptane-5-yl)piperidine-1-yl)-5-((6-((R)-3-(3-chloro-4-fluorophenyl)isoxazolidine-2-yl)pyrimidine-4-yl)amino)-4-methoxyphenyl)acrylamide